BrC=1C=CC2=C(NC(CC(N2)C2=CC(=NC=C2)Cl)=O)C1 (+)-8-Bromo-4-(2-chloropyridin-4-yl)-4,5-dihydro-1H-benzo[b][1,4]diazepin-2(3H)-one